SCSC(CC(SCSC(CC(SCS)SCS)SCS)SCSC(CC(SCS)SCS)SCS)SCS 9-(2,2-bis(mercaptomethylthio)ethyl)-3,5,13,15-tetrakis(mercaptomethylthio)-1,17-Dimercapto-2,6,8,10,12,16-hexathiaheptadecane